N-(5-fluoro-2-((4-(7-((2-oxo-2,3-dihydro-1H-benzo[d]imidazol-5-yl)methyl)-2,7-diazaspiro[4.4]nonan-2-yl)pyrimidin-5-yl)oxy)phenyl)-N-(2,2,2-trifluoroethyl)isobutyramide FC=1C=CC(=C(C1)N(C(C(C)C)=O)CC(F)(F)F)OC=1C(=NC=NC1)N1CC2(CC1)CN(CC2)CC2=CC1=C(NC(N1)=O)C=C2